sodium Tetraethoxysilane C(C)O[Si](OCC)(OCC)OCC.[Na]